2-(4-(6-((4-Cyano-2-fluorobenzyl)oxy)pyridin-2-yl)-2,5-difluorobenzyl)-4-methoxy-1-methyl-1H-benzo[d]imidazole-6-carboxylic acid C(#N)C1=CC(=C(COC2=CC=CC(=N2)C2=CC(=C(CC3=NC4=C(N3C)C=C(C=C4OC)C(=O)O)C=C2F)F)C=C1)F